4-((2R,3S)-2-methyl-3-(methylsulfonylmethyl)azetidin-1-yl)-2,6-naphthyridine C[C@H]1N(C[C@@H]1CS(=O)(=O)C)C1=CN=CC2=CC=NC=C12